4,4'-(((tetrahydrofuran-3,4-diyl)bis(oxy))bis(methylene))bis(1,3-dioxolan-2-one) O1CC(C(C1)OCC1OC(OC1)=O)OCC1OC(OC1)=O